(4-chlorophenyl)-3-((1r,3s)-3-hydroxycyclopentyl)-8-(pyridin-3-yl)pyrido[3,4-d]pyrimidin-4(3H)-one ClC1=CC=C(C=C1)C=1N(C(C2=C(N1)C(=NC=C2)C=2C=NC=CC2)=O)[C@H]2C[C@H](CC2)O